(2S)-3-(4-aminophenylethyl)-2-(1-(4-bromophenyl)-4-(4-fluorophenyl)-1H-pyrrol-3-yl)oxazolidin-4-one NC1=CC=C(C=C1)CCN1[C@@H](OCC1=O)C1=CN(C=C1C1=CC=C(C=C1)F)C1=CC=C(C=C1)Br